7-oxo-3,9-diazabicyclo[3.3.1]nonane-3-carboxylic acid tert-butyl ester C(C)(C)(C)OC(=O)N1CC2CC(CC(C1)N2)=O